tert-butyl methyl[2-(2-{2-[(3-{[5-methyl-4-(4,4,5,5-tetramethyl-1,3,2-dioxaborolan-2-yl)-1H-pyrazol-1-yl]methyl}tricyclo[3.3.1.13,7]dec-1-yl)oxy]ethoxy}ethoxy)ethyl]carbamate CN(C(OC(C)(C)C)=O)CCOCCOCCOC12CC3(CC(CC(C1)C3)C2)CN2N=CC(=C2C)B2OC(C(O2)(C)C)(C)C